(5R)-5-{[({5-[5-(trifluoromethyl)-1,2,4-oxadiazol-3-yl]pyridin-2-yl}methyl)amino]methyl}morpholin-3-one FC(C1=NC(=NO1)C=1C=CC(=NC1)CNC[C@@H]1COCC(N1)=O)(F)F